N-Benzoyl-L-tyrosineamidobenzoic acid sodium salt [Na+].C(C1=CC=CC=C1)(=O)N(C([C@@H](N)CC1=CC=C(C=C1)O)=O)C1=C(C(=O)[O-])C=CC=C1